COC(C(C)(C)N=NC(C(=O)OC)(C)C)=O.N[C@@H](C[C@H]1C(NCCC1)=O)C(COCC1=CC=CC=C1)=O (S)-3-((S)-2-amino-4-(benzyloxy)-3-oxobutyl)piperidin-2-one dimethyl-2,2'-Azobisisobutyrate